CNC(COC=1C(N(C2=CC=C(C=C2C1)[N+](=O)[O-])C)=O)=O N-methyl-2-[(1-methyl-6-nitro-2-oxo-3-quinolyl)oxy]acetamide